3-(2-aminophenylthio)-2-carboxypropanethiol NC1=C(C=CC=C1)SCC(CS)C(=O)O